N-(2-Fluorophenyl)-3-(pyridin-3-yl)-3a,4,5,6,7,7a-hexahydro-4,7-methanobenzo[d]isoxazole-7a-carboxamide FC1=C(C=CC=C1)NC(=O)C12C(C(=NO1)C=1C=NC=CC1)C1CCC2C1